NC1=CC=C(C=C1)NC(=O)NC1=C(C=CC=C1)F 1-(4-aminophenyl)-3-(2-fluorophenyl)urea